FC(F)(F)N(S(=O)=O)C(F)(F)F.[Na] sodium bis-trifluoromethylsulfonamide